C1(CC1)C[C@@H]1C2=C(C(N(C1)C)=O)C(=C(N2)C2=CC(=NC=C2)NC(CC2=CC=C(C=C2)F)=O)NC=2N=CSC2 N-{4-[(7S)-7-(Cyclopropylmethyl)-5-methyl-4-oxo-3-(1,3-thiazol-4-ylamino)-4,5,6,7-tetrahydro-1H-pyrrolo[3,2-c]pyridin-2-yl]pyridin-2-yl}-2-(4-fluorophenyl)acetamid